hydroxypentanoyl-CoA OCCCCC(=O)SCCNC(CCNC([C@@H](C(COP(OP(OC[C@@H]1[C@H]([C@H]([C@@H](O1)N1C=NC=2C(N)=NC=NC12)O)OP(=O)(O)O)(=O)O)(=O)O)(C)C)O)=O)=O